2-bromoethynyl-(triisopropyl)monosilane BrC#C[Si](C(C)C)(C(C)C)C(C)C